NC=1C(=NC=C(C(=O)OCC)C1)C=C(C(=O)OCC)Br Ethyl 5-amino-6-(2-bromo-3-ethoxy-3-oxoprop-1-en-1-yl)nicotinate